CC1(CCC(CC1)NC(C1=NC=CC(=C1)N1C=NC=C1)=O)C N-(4,4-dimethylcyclohexyl)-4-(1H-imidazol-1-yl)picolinamide